2-((S)-1-Acryloyl-4-(7-(8-chloronaphthalen-1-yl)-2-(((S)-1-methylpyrrolidin-2-yl)Methoxy)quinazolin-4-yl)piperazin-2-yl)acetonitrile C(C=C)(=O)N1[C@H](CN(CC1)C1=NC(=NC2=CC(=CC=C12)C1=CC=CC2=CC=CC(=C12)Cl)OC[C@H]1N(CCC1)C)CC#N